2,5-dimethyl-2,3-dihydro-1H-indene-2-carboxylic acid ethyl ester C(C)OC(=O)C1(CC2=CC=C(C=C2C1)C)C